CN(C)CC=1C=CC(=C2C=NC(NC12)=O)C 8-((Dimethylamino)methyl)-5-methyl-2-oxo-1,2-dihydroquinazolin